CO[C@H]1[C@@H](C1)NC1=NC(=NN2C1=C(C(=C2)C=2C=NC=CC2)C2=CC=CC=C2)C=2N(C=CN2)C |r| rac-N-((1R,2R)-2-methoxycyclopropyl)-2-(1-methyl-1H-imidazol-2-yl)-5-phenyl-6-(pyridin-3-yl)pyrrolo[2,1-f][1,2,4]triazin-4-amine